3,5-dibromo-1-methyl-pyridin-2-one BrC=1C(N(C=C(C1)Br)C)=O